ClC1=NN(C=C1C1=NC=CC(=N1)C1=NC(=CC2=C(C(=CC(=C12)N1[C@@H]([C@H](C1)CS(=O)(=O)C)C)F)C(C)C)N)C (2-(3-chloro-1-methyl-1H-pyrazol-4-yl)pyrimidin-4-yl)-6-fluoro-5-isopropyl-8-((2r,3s)-2-methyl-3-((methanesulfonyl)methyl)azetidin-1-yl)isoquinolin-3-amine